1-(6-(2-hydroxy-2-(4-methyl-1-oxo-1,3-dihydroisobenzofuran-5-yl)ethyl)-5,6,7,8-tetrahydropyrido[4,3-d]pyrimidin-2-yl)-1H-indole-6-carbonitrile OC(CN1CC2=C(N=C(N=C2)N2C=CC3=CC=C(C=C23)C#N)CC1)C=1C(=C2COC(C2=CC1)=O)C